4-hydroxyspiro[benzofuran-3,1'-cyclopropane] OC1=CC=CC2=C1C1(CC1)CO2